1,3-bis(2-(4-hydroxy-3-methylphenyl)-2-propyl)benzene OC1=C(C=C(C=C1)C(C)(C)C1=CC(=CC=C1)C(C)(C)C1=CC(=C(C=C1)O)C)C